N[C@@H](CC(C)C)C(=O)O |r| rac-leucine